COC1=C(CN2CCN(CC2)CC2CCN(CC2)C(=O)C=2C=CC(=C(C2)N2C(NC(CC2)=O)=O)OC)C(=CC(=C1)C1=CN(C(C2=CN=CC=C12)=O)C)OC 1-(5-(4-((4-(2,6-dimethoxy-4-(2-methyl-1-oxo-1,2-dihydro-2,7-naphthyridin-4-yl)benzyl)piperazin-1-yl)methyl)piperidine-1-carbonyl)-2-methoxyphenyl)dihydropyrimidine-2,4(1H,3H)-dione